O=C1N(C=2C(=NC=C(C2)C2=CC(=CC=C2)C(F)(F)F)N1)CC1=C(C#N)C=CC=C1 2-[[2-oxo-6-[3-(trifluoromethyl)phenyl]-3H-imidazo[4,5-b]pyridin-1-yl]methyl]benzonitrile